N-[3-cyclopentyl-4-(4-methyl-2-phenylpiperazine-1-carbonyl)phenyl]cyclopropanecarboxamide C1(CCCC1)C=1C=C(C=CC1C(=O)N1C(CN(CC1)C)C1=CC=CC=C1)NC(=O)C1CC1